FC1(C=2N(C[C@@H](CC1)C(C)(C)O)N=C1C2CN([C@@H](C1)C)C(=O)OC(C)(C)C)F |o1:5| (3R,8R*)-tert-Butyl 11,11-difluoro-8-(2-hydroxypropan-2-yl)-3-methyl-3,4,8,9,10,11-hexahydro-1H-pyrido[4',3':3,4]pyrazolo[1,5-a]azepine-2(7H)-carboxylate